N-(2-(((1r,3r,5r,7r)-adamantan-2-yl)amino)ethyl)-5-(4-chlorophenyl)-1-(2,4-dimethylphenyl)-4-methyl-1H-pyrazole-3-carboxamide C12C(C3CC(CC(C1)C3)C2)NCCNC(=O)C2=NN(C(=C2C)C2=CC=C(C=C2)Cl)C2=C(C=C(C=C2)C)C